2-(3-acetyl-5-(2-methylpyrimidin-5-yl)-1H-indazol-1-yl)-1-((2R,4S) and (2S,4S)-4-fluoropyrrolidin-2-yl)ethan-1-one TFA salt OC(=O)C(F)(F)F.C(C)(=O)C1=NN(C2=CC=C(C=C12)C=1C=NC(=NC1)C)CC(=O)[C@@H]1NC[C@H](C1)F |&1:29|